Methyl 8-fluoro-6-(5-fluoro-2-((1-(methylsulfonyl)piperidin-4-yl)amino)pyrimidin-4-yl)quinoline-4-carboxylate FC=1C=C(C=C2C(=CC=NC12)C(=O)OC)C1=NC(=NC=C1F)NC1CCN(CC1)S(=O)(=O)C